C(C)(C)(C)OC(CN1N=C(C=2C1=NC=C(C2)C(=O)OC)C#N)=O methyl 1-(2-(tert-butoxy)-2-oxoethyl)-3-cyano-1H-pyrazolo[3,4-b]pyridine-5-carboxylate